3-(bromomethyl)-5-(trifluoromethyl)-1,2,4-oxadiazole BrCC1=NOC(=N1)C(F)(F)F